C(C(=C)C)(=O)O.C(C(=C)C)(=O)O.C1(=CC=CC=C1)O.C1(=CC=CC=C1)O BISPHENOL DIMETHACRYLATE